OC1C(OCC1O)C(=O)NC([2H])([2H])[2H] 3,4-dihydroxyl-N-(methyl-d3)-tetrahydrofuran-2-formamide